C(C)(=O)C1=C(C=CC(=C1)[N+](=O)[O-])C1=NN(C=C1C(=O)N)C (2-acetyl-4-nitrophenyl)-1-methyl-1H-pyrazole-4-carboxamide